N-(5-fluoropyridin-3-yl)-3-(3-(piperidine-1-carbonyl)pyrazolo[1,5-a]pyridin-5-yl)-1H-pyrrolo[2,3-b]pyridine-5-carboxamide FC=1C=C(C=NC1)NC(=O)C=1C=C2C(=NC1)NC=C2C2=CC=1N(C=C2)N=CC1C(=O)N1CCCCC1